tert-butyl (1-(4-(4,4,5,5-tetramethyl-1,3,2-dioxaborolan-2-yl)phenyl)cyclopropyl)carbamate CC1(OB(OC1(C)C)C1=CC=C(C=C1)C1(CC1)NC(OC(C)(C)C)=O)C